C1(CC1)C(=O)N1CCC(CC1)OC1=CC=C(C=N1)N\C(\C)=C\1/C(NC2=CN=C(C=C21)C=2C=NC=CC2C)=O (Z)-3-(1-((6-((1-(Cyclopropanecarbonyl)piperidin-4-yl)oxy)pyridin-3-yl)amino)ethylidene)-5-(4-methylpyridin-3-yl)-1H-pyrrolo[2,3-c]pyridin-2(3H)-one